C(C)(C)(C)OC(=O)N1C[C@H]([C@@H](CC1)NC1=NN2C(C=N1)=CC=C2C2=NC=C(C=C2)C)O (3R,4R)-3-hydroxy-4-((7-(5-methylpyridin-2-yl)pyrrolo[2,1-f][1,2,4]triazin-2-yl)amino)piperidine-1-carboxylic acid tert-butyl ester